C(CCC/C=C\\CC1C(O1)CCCCCO)CCCC(=O)[O-] The molecule is an octadecanoid anion that is the conjugate base of 18-hydroxy-12,13-epoxy-(9Z)-octadecenoic acid arising from deprotonation of the carboxylic acid function; major species at pH 7.3 It is an omega-hydroxy fatty acid anion and an octadecanoid anion. It derives from a vernolate. It is a conjugate base of a 12,13-epoxy-18-hydroxy-(9Z)-octadecenoic acid.